C12(CC(C1)C2)N2N=CC(=C2Cl)NC2=NC1=CC(=C(C=C1C=N2)C)N2CCN(CC2)[C@@H]2[C@@H](COC2)O |o1:29,30| (3S,4S) or (3R,4R)-4-(4-(2-((1-(bicyclo[1.1.1]pentan-1-yl)-5-chloro-1H-pyrazol-4-yl)amino)-6-methylquinazolin-7-yl)piperazin-1-yl)tetrahydrofuran-3-ol